C(CCCCC(C)C)(=O)[O-].C1CCCCC1.[Bi+3].C(CCCCC(C)C)(=O)[O-].C(CCCCC(C)C)(=O)[O-] bismuth cyclohexane isooctanoate